4-(5-((3,4-difluorobenzyl)carbamoyl)thiophen-2-yl)-6-(4-fluorophenethyl)-5-formyl-2-isobutylnicotinamide FC=1C=C(CNC(=O)C2=CC=C(S2)C2=C(C(=NC(=C2C(=O)N)CC(C)C)CCC2=CC=C(C=C2)F)C=O)C=CC1F